sodium DL-aspartate N[C@@H](CC(=O)[O-])C(=O)[O-].[Na+].[Na+] |r|